FC1=CC=C(C=C1)C(CNC(C)=O)NC1=NC=C(C=N1)C1=NOC(=N1)C(F)(F)F N-[2-(4-fluorophenyl)-2-[[5-[5-(trifluoromethyl)-1,2,4-oxadiazol-3-yl]pyrimidin-2-yl]amino]ethyl]acetamide